ethyl 5-carbamoyl-4-[3-[(3,4-difluorophenyl)methylcarbamoyl]pyrrolidin-1-yl]-2-[2-(4-fluorophenyl)ethyl]-6-isobutyl-pyridine-3-carboxylate C(N)(=O)C=1C(=C(C(=NC1CC(C)C)CCC1=CC=C(C=C1)F)C(=O)OCC)N1CC(CC1)C(NCC1=CC(=C(C=C1)F)F)=O